2-(2-hydroxypyridine-5-yl)oxazole-4-carboxylic acid OC1=NC=C(C=C1)C=1OC=C(N1)C(=O)O